N1-(2-(dimethylamino)ethyl)-N1-methylbenzen-1,2,4-triamine CN(CCN(C=1C(=CC(=CC1)N)N)C)C